ClP1(OCC2(CC2)CO1)=O 6-chloro-5,7-dioxa-6-phosphaspiro[2.5]octane 6-oxide